F[C@@H]1[C@@H](CN(C1)C)NC(=O)C1=NC=C(C2=CC(=NC=C12)NC1=NC(=NC=C1)N1C[C@]([C@@H](CC1)O)(C)F)C(C)C N-((3R,4S)-4-fluoro-1-methylpyrrolidin-3-yl)-6-((2-((3S,4R)-3-fluoro-4-hydroxy-3-methylpiperidin-1-yl)pyrimidin-4-yl)amino)-4-isopropyl-2,7-naphthyridine-1-carboxamide